C1(=CC=CC=2C3=CC=CC=C3C=CC12)C1=CC=CC=2C3=CC=CC=C3C=CC12 bi1e-phenanthrene